CC1=C(N=C(S1)NC(CC=1C=C(OCCOCCOCCOCCOCCOS(=O)(=O)C2=CC=C(C=C2)C)C=CC1)=O)C=1C=C2C=CN(C2=CC1)C(C1=C(C=CC=C1)C)=O 4-methylbenzenesulfonic acid 14-(3-(2-((5-methyl-4-(1-(2-methylbenzoyl) indol-5-yl) thiazol-2-yl) amino)-2-oxoethyl) phenoxy)-3,6,9,12-tetraoxatetradecyl ester